ClC1=NC(=C2N=CNC2=N1)N1[C@@H](COCC1)C (R)-4-(2-chloro-9h-purin-6-yl)-3-methylmorpholine